3-(2-Amino-9-((2R,3R,5S)-3-hydroxy-5-(hydroxymethyl)tetrahydrofuran-2-yl)-6,8-dioxo-1,6,8,9-tetrahydro-7H-purin-7-yl)propanenitril NC=1NC(C=2N(C(N(C2N1)[C@@H]1O[C@@H](C[C@H]1O)CO)=O)CCC#N)=O